C1N(CC12CNCCC2)C=O (2,6-diazaspiro[3.5]nonan-2-yl)methanone